C(C)(C)C1=C(C(=CC=C1)C(C)C)N1C(=NC2=C1C1=C(C3=C(O1)C=C(C=C3)C#N)C=C2)C2=CC=CC=C2 1-(2,6-diisopropylphenyl)-2-phenyl-1H-benzo[2,3]benzofuro[6,7-d]imidazole-8-carbonitrile